(3-methyl-6-(2-methyl-2H-pyrazolo[3,4-b]pyridin-5-yl)thieno[2,3-b]pyridin-2-yl)(tetrahydro-2H-pyran-4-yl)methanol CC1=C(SC2=NC(=CC=C21)C2=CC=1C(N=C2)=NN(C1)C)C(O)C1CCOCC1